(S)-N-(1-((4-(imidazo[1,2-a]pyrimidin-3-yl)phenyl)amino)-1-oxo-3,3-diphenylpropan-2-yl)-1-methyl-1H-pyrazole-5-carboxamide N=1C=C(N2C1N=CC=C2)C2=CC=C(C=C2)NC([C@H](C(C2=CC=CC=C2)C2=CC=CC=C2)NC(=O)C2=CC=NN2C)=O